(2-quinoxalinone) ethyl-acetate C(C)OC(C)=O.N1C(C=NC2=CC=CC=C12)=O